N-(1-methoxycarbonyl-2,2-dimethylpropyl)-1-(cyclohexylmethyl)indazole-3-carboxamide COC(=O)C(C(C)(C)C)NC(=O)C1=NN(C2=CC=CC=C12)CC1CCCCC1